N-cyclopropyl-2-(difluoromethoxy)-6-methoxy-4-[6-methoxy-7-(oxetan-3-yl)imidazo[1,2-a]pyridin-3-yl]benzamide C1(CC1)NC(C1=C(C=C(C=C1OC)C1=CN=C2N1C=C(C(=C2)C2COC2)OC)OC(F)F)=O